C(CCC)[Sn](C1=CN=C(S1)C(=O)OC)(CCCC)CCCC methyl 5-(tributylstannyl)-1,3-thiazole-2-carboxylate